C(CCCCCCC)(=O)N([C@@H](CCC(N)=O)C(=O)O)N([C@@H](CO)C(=O)O)S(=O)(=O)O N-Capryloyl-GlutamineO-sulfo-L-serine